N-[(S)-1-(3-cyano-5-fluoro-2-hydroxyphenyl)ethyl]-4-[(S)-5-methyl-1,4-diazepan-1-yl]-8-cyclopropyl-6-methyl-1,7-diaza-3-naphthamide C(#N)C=1C(=C(C=C(C1)F)[C@H](C)NC(=O)C=1C=NC2=C(N=C(C=C2C1N1CCN[C@H](CC1)C)C)C1CC1)O